CC=1N=CN(C1C)C1=CC=C(C=N1)C(C)=O 1-(6-(4,5-dimethyl-1H-imidazol-1-yl)pyridin-3-yl)ethan-1-one